N-(3,3-diphenylpropyl)-2-ethyl-6-methylthieno[2,3-d]pyrimidin-4-amine C1(=CC=CC=C1)C(CCNC=1C2=C(N=C(N1)CC)SC(=C2)C)C2=CC=CC=C2